2-(3-(isoquinolin-4-yl)-2,4-dioxo-1,2,3,4-tetrahydroquinazolin-7-yl)benzamide Methyl-2-amino-5-chloro-4-(4,4,5,5-tetramethyl-1,3,2-dioxaborolan-2-yl)benzoate COC(C1=C(C=C(C(=C1)Cl)B1OC(C(O1)(C)C)(C)C)N)=O.C1=NC=C(C2=CC=CC=C12)N1C(NC2=CC(=CC=C2C1=O)C1=C(C(=O)N)C=CC=C1)=O